C[C@H]1OCCN(C1)C(C)(C)C1=CC(=C2CNC(C2=C1)=O)C(F)(F)F (R)-6-(2-(2-methylmorpholino)propan-2-yl)-4-(trifluoromethyl)isoindolin-1-one